N-(6-(difluoromethyl)pyridin-2-yl)-8-ethoxy-2-((1R,4S)-1-methyl-2-oxabicyclo[2.2.1]heptan-4-yl)imidazo[1,2-a]pyrazine-6-carboxamide FC(C1=CC=CC(=N1)NC(=O)C=1N=C(C=2N(C1)C=C(N2)[C@]21CO[C@](CC2)(C1)C)OCC)F